5-{[(1S,2R)-2-Aminocyclohexyl]amino}-N-(3-carbamoyl-1-pyridin-3-yl-1H-pyrazol-4-yl)pyrazolo[1,5-a]pyrimidin-3-carboxamid N[C@H]1[C@H](CCCC1)NC1=NC=2N(C=C1)N=CC2C(=O)NC=2C(=NN(C2)C=2C=NC=CC2)C(N)=O